N1=CNC2=C1C=CS2 3H-thieno[2,3-d]imidazol